N-(3-methoxy-5-((5-methyl-5H-pyrrolo[3,2-d]pyrimidin-4-yl)oxy)phenyl)acetamide COC=1C=C(C=C(C1)OC=1C2=C(N=CN1)C=CN2C)NC(C)=O